(R)-1-{2-chloro-5-{4-[(tetrahydrofuran-3-yl)oxy]benzoyl}phenyl}-3-cyclohexylurea ClC1=C(C=C(C=C1)C(C1=CC=C(C=C1)O[C@H]1COCC1)=O)NC(=O)NC1CCCCC1